[Si](C1=CC=CC=C1)(C1=CC=CC=C1)(C(C)(C)C)OCCCN(N)C1=NN=NN1 5-(1-(3-((tert-butyldiphenylsilyl)oxy)propyl)hydrazino)-1H-tetrazole